[1,1'-Biphenyl]-2,3',6-triol C=1(C(=CC=CC1O)O)C1=CC(=CC=C1)O